ClS(=O)(=O)C1=NC=2CC(N(CC2C=C1)C(=O)OC(C)(C)C)CC(C)C tert-butyl 2-(chlorosulfonyl)-7-(2-methylpropyl)-5,6,7,8-tetrahydro-1,6-naphthyridine-6-carboxylate